ClC=1C=C2C=CN(C(C2=CC1)=O)CC(=O)NC1=CC=C(C=C1)C1=NC=CC=C1F 2-(6-chloro-1-oxoisoquinolin-2(1H)-yl)-N-(4-(3-fluoropyridin-2-yl)phenyl)acetamide